ethyl 6-[3-(dimethylamino)pyrrolidin-1-yl]furo[3,2-b]pyridine-2-carboxylate CN(C1CN(CC1)C=1C=C2C(=NC1)C=C(O2)C(=O)OCC)C